BrC1=C(C=C(C=C1)F)C#CC(C)C 1-bromo-4-fluoro-2-(3-methylbut-1-ynyl)benzene